N-(3-(4-methoxyquinazolin-6-yl)-1H-pyrrolo[2,3-b]pyridin-6-yl)-1-methylpiperidine-4-carboxamide COC1=NC=NC2=CC=C(C=C12)C1=CNC2=NC(=CC=C21)NC(=O)C2CCN(CC2)C